1,4-di-tert-butyl-2,5-bis(2-(2-methoxyethoxy)ethoxy)benzene Tert-butyl-(2-((5-acetyl-2,3-dihydro-1H-inden-2-yl)carbamoyl)-6-((2-fluorophenyl)amino)pyridin-4-yl)carbamate C(C)(C)(C)N(C(O)=O)C1=CC(=NC(=C1)NC1=C(C=CC=C1)F)C(NC1CC2=CC=C(C=C2C1)C(C)=O)=O.C(C)(C)(C)C1=C(C=C(C(=C1)OCCOCCOC)C(C)(C)C)OCCOCCOC